trans-1-(tert-Butoxycarbonyl)-4-methoxypyrrolidine-3-carboxylic acid C(C)(C)(C)OC(=O)N1C[C@H]([C@@H](C1)OC)C(=O)O